FC=1C(=C(C=CC1F)N[C@H](C)C=1C=C(C=C2C(N(C(=NC12)C1CCOCC1)C)=O)C)S(=O)(=O)C (R)-8-(1-((3,4-difluoro-2-(methylsulfonyl)phenyl)amino)ethyl)-3,6-dimethyl-2-(tetrahydro-2H-pyran-4-yl)quinazolin-4(3H)-one